3-Phenyl-1H-pyrazole-5-sulfonyl chloride C1(=CC=CC=C1)C1=NNC(=C1)S(=O)(=O)Cl